ClC1=CC(=C(C=C1)COC1=NC2=CC(=CC=C2C=C1C(F)(F)F)CC1=NC2=C(N1C[C@H]1OCC1)C=C(C=C2)C(=O)O)F 2-({2-[(4-chloro-2-fluorophenyl)methoxy]-3-(trifluoromethyl)quinolin-7-yl}methyl)-1-{[(2S)-oxetan-2-yl]methyl}-1H-1,3-benzodiazole-6-carboxylic acid